4-(4-((1R,5S)-3,8-diazabicyclo[3.2.1]octan-3-yl)-8-fluoro-2-(2-morpholinoethoxy)quinazolin-7-yl)naphthalen-2-ol [C@H]12CN(C[C@H](CC1)N2)C2=NC(=NC1=C(C(=CC=C21)C2=CC(=CC1=CC=CC=C21)O)F)OCCN2CCOCC2